5-(2-amino-5-nitrophenyl)-1H-pyrrole-2-carboxylic acid methyl ester COC(=O)C=1NC(=CC1)C1=C(C=CC(=C1)[N+](=O)[O-])N